3-(5-Bromopyridin-2-yl)-3,6-diazabicyclo[3.1.1]heptane BrC=1C=CC(=NC1)N1CC2NC(C1)C2